C1(=CC(=CC=C1)CC1=C2C(C(=O)NC2=O)=CC=C1)CC1=C2C(C(=O)NC2=O)=CC=C1 M-xylyleneBis-phthalimide